S(C)(=O)(=O)O.FC1=CC2=C(N=C(S2)[C@@H](C)N)C=C1 (R)-1-(6-fluoro-2-benzothiazolyl)-ethylamine mesylate